FC(C(=O)O)(F)F.CN(C=1SC=2N=C(SC2N1)C1=CC=C(C2=C1NC=N2)C=2C=NNC2)C2CC(NC(C2)(C)C)(C)C N-Methyl-5-[4-(1H-pyrazol-4-yl)-1H-benzimidazol-7-yl]-N-(2,2,6,6-tetramethylpiperidin-4-yl)[1,3]thiazolo[5,4-d][1,3]thiazol-2-amin Trifluoroacetat